N[C@H]1C2N(CC1CC2)C(=O)C2=CC1=C(N(C(=N1)C1=CC=3C(=NC(=CC3)NC3=CC(=C(C=C3)O)OC)N1CC1CC1)C)C(=C2)OC 4-[(2-{5-[(7R)-7-amino-2-azabicyclo[2.2.1]heptane-2-carbonyl]-7-methoxy-1-methyl-1H-1,3-benzodiazol-2-yl}-1-(cyclopropylmethyl)-1H-pyrrolo[2,3-b]pyridin-6-yl)amino]-2-methoxyphenol